2-[(4-{2,7-diazaspiro[3.5]nonan-2-yl}pyrimidin-5-yl)oxy]-5-fluoro-N-(2-methoxyethyl)-N-(propan-2-yl)benzamide C1N(CC12CCNCC2)C2=NC=NC=C2OC2=C(C(=O)N(C(C)C)CCOC)C=C(C=C2)F